BrC1=C(C(=C(C(=C1[2H])[2H])[2H])[2H])OB(O)O (2-bromophenyl-3,4,5,6-d4)boric acid